4-((2-(3-ethylureido)pyridin-4-yl)methyl)-N,2'-dimethyl-3,6-dihydro-2H-[1,3'-bipyridine]-6'-carboxamide C(C)NC(NC1=NC=CC(=C1)CC=1CCN(CC1)C=1C(=NC(=CC1)C(=O)NC)C)=O